NC[C@H]1C=2C=CC(=CC2CCC1)N(C)C1=CC=C(C=C1)OCCOC (5R)-5-(aminomethyl)-N-[4-(2-methoxyethoxy)phenyl]-N-methyl-5,6,7,8-tetrahydronaphthalen-2-amine